C(#CCCCCC)C=1C=C(C=2[C@H]3[C@H](C(OC2C1)(C)C)CC[C@H](C3)CO)O (6Ar,9R,10aR)-3-hept-1-ynyl-9-(hydroxymethyl)-6,6-dimethyl-6a,7,8,9,10,10a-hexahydrobenzo[c]chromen-1-ol